NC1CN(CC1)C1=NC(=CC(=N1)N1CC=2C(=NC=CC2C1=O)C1=C2C=CN(C2=CC=C1)C)C 2-(2-(3-aminopyrrolidin-1-yl)-6-methylpyrimidin-4-yl)-4-(1-methyl-1H-indol-4-yl)-2,3-dihydro-1H-pyrrolo[3,4-c]pyridin-1-one